1,2-bis-(2,6-dichlorophenyl)-ethane ClC1=C(C(=CC=C1)Cl)CCC1=C(C=CC=C1Cl)Cl